C(\C=C/C=CCCCCC)(=O)[O-] Z-decadienoate